diallyl-di(beta-ethoxyethyl)ammonium bis(trifluoromethane)sulfonimide [N-](S(=O)(=O)C(F)(F)F)S(=O)(=O)C(F)(F)F.C(C=C)[N+](CCOCC)(CCOCC)CC=C